N,N-dimethyl-acetamide formate C(=O)O.CN(C(C)=O)C